N(=[N+]=[N-])C(C(=O)O)CNC(=O)OC(C)(C)C 2-Azido-3-((tert-butoxycarbonyl)amino)propionic acid